FC1=CC=C(C=C1)C=1C(=CC=2N(C1)C(NN2)=O)OCC=2N=C(SC2)C 6-(4-fluorophenyl)-7-((2-methylthiazol-4-yl)methoxy)-[1,2,4]triazolo[4,3-a]pyridin-3(2H)-one